BrC1=C2C(=CN=C1SC1CCNCC1)OC(=C2)C#N 4-bromo-5-(piperidin-4-ylthio)furo[2,3-c]pyridine-2-carbonitrile